C(C)N1C(C2=CC=CC=3C2=C(C1=[Se])C=CC3NCCNC=3SC1=C(C(N3)=O)C=C(C=C1[N+](=O)[O-])C(F)(F)F)=[Se] 2-((2-((2-ethyl-1,3-diselenoxo-2,3-dihydro-1H-benzo[de]isoquinolin-6-yl)amino)ethyl)amino)-8-nitro-6-(trifluoromethyl)-4H-benzo[e][1,3]thiazin-4-one